IC1=CC=C(C=C1)NC(N[C@@H]1CN(CC1)C(=O)OC(C)(C)C)=O Tert-butyl (S)-3-(3-(4-iodophenyl)ureido)pyrrolidine-1-carboxylate